vinyl methylsulfonate (vinyl methanesulfonate) C(=C)CS(=O)(=O)O.CS(=O)(=O)OC=C